CC=1C=NC(=NC1)NC1=CC=C(C=C1)OCCN1CCNCC1 5-methyl-2-((4-(2-(piperazin-1-yl)ethoxy)phenyl)amino)pyrimidine